{2-benzyl-2H-[1,2,3]triazolo[4,5-b]pyridin-6-yl}boronic acid C(C1=CC=CC=C1)N1N=C2C(N=CC(=C2)B(O)O)=N1